(1-hydroperoxyethyl)benzene O(O)C(C)C1=CC=CC=C1